sulfuric acid oleyl ester sodium salt [Na+].C(CCCCCCC\C=C/CCCCCCCC)OS([O-])(=O)=O